ClC1=C2C=C(N(C2=CC=C1Cl)C)C(=O)N[C@@]1(CN(CCC1)S(NC(NC)=O)(=O)=O)C1=CC(=CC=C1)C#N |r| (±)-4,5-Dichloro-N-[3-(3-cyanophenyl)-1-(methylcarbamoylsulfamoyl)-3-piperidyl]-1-methyl-indole-2-carboxamide